2-(4-bromophenyl)-acetophenone BrC1=CC=C(C=C1)CC(=O)C1=CC=CC=C1